(R)-N-(1-phenylethyl)-2-propylamine C1(=CC=CC=C1)[C@@H](C)NC(C)C